BrC1=C(OC=2N=CN=C(C21)OC2=CC=C(N)C=C2)C=2C=NN(C2)C 4-{[5-Bromo-6-(1-methyl-1H-pyrazol-4-yl)furo[2,3-d]pyrimidin-4-yl]oxy}aniline